C1(=CC=C(C=C1)C[C@H](N)C(=O)O)C1=CC=CC=C1 3-(biphenyl-4-yl)alanine